N-(5-(1,5-naphthyridin-4-yl)-1H-pyrazol-3-yl)-5-(6-azabicyclo[3.1.1]hept-3-yl)-5H-pyrrolo[2,3-b]pyrazin-3-amine N1=CC=C(C2=NC=CC=C12)C1=CC(=NN1)NC1=CN=C2C(=N1)N(C=C2)C2CC1NC(C2)C1